C(C)(C)C1=C(C=C(C=C1)C)N1CSCC1=O 3-(2-isopropyl-5-methyl-phenyl)-4-oxo-thiazolidin